COC(C1=CN=C(C=C1C1=C(C(=CC=C1OC)F)F)C)=O 4-(2,3-difluoro-6-methoxyphenyl)-6-methylnicotinic acid methyl ester